C(C)(C)OC=1C=NC(=NC1)C1CCC(C(N1)CO)(C)C [6-(5-isopropoxypyrimidin-2-yl)-3,3-dimethyl-2-piperidyl]methanol